4-benzyl-3,4-dihydro-2H-benzo[b][1,4]thiazin-6-amine C(C1=CC=CC=C1)N1C2=C(SCC1)C=CC(=C2)N